5-[(2-methoxyphenyl)sulfonylamino]-1,3-thiazole-4-carboxylic acid COC1=C(C=CC=C1)S(=O)(=O)NC1=C(N=CS1)C(=O)O